CC(C#C)(CCC(C)C)O 3,6-dimethyl-1-heptyn-3-ol